NCC1=C2CN(C(C2=CC=C1)=O)C1CCC(CC1)C(=O)NC1=CC(=C(C=C1)C)OC (1s,4s)-4-(4-(aminomethyl)-1-oxoisoindolin-2-yl)-N-(3-methoxy-4-methylphenyl)cyclohexane-1-carboxamide